C(C)O[Si](OCC)(OCC)CCCSS triethoxysilylpropyl-disulfane